4-(2-hydroxyethylthio)benzophenone OCCSC1=CC=C(C(=O)C2=CC=CC=C2)C=C1